N-(4,4-dimethylcyclohexyl)-4-fluoro-6-methyl-1H-pyrrolo[2,3-b]pyridine-2-carboxamide CC1(CCC(CC1)NC(=O)C1=CC=2C(=NC(=CC2F)C)N1)C